(S)-4-amino-N-(6-fluoro-2,3-dihydrobenzofuran-3-yl)-N-methylimidazo[1,5-a]quinoxaline-8-carboxamide NC=1C=2N(C3=CC(=CC=C3N1)C(=O)N(C)[C@@H]1COC3=C1C=CC(=C3)F)C=NC2